(S)-5-(4-chloro-3-((trimethylsilyl)ethynyl)phenyl)-6-methyl-3,6-dihydro-2H-1,3,4-oxadiazin-2-one ClC1=C(C=C(C=C1)C1=NNC(O[C@H]1C)=O)C#C[Si](C)(C)C